C(#N)C1=NC(=CC=C1)C(F)(F)F 2-cyano-6-(trifluoromethyl)pyridine